C1N(CC12CCNCC2)C2=CC=C(C=N2)C2=NNC1=CC=C(C=C21)O[C@H](C)C2=C(C=NC=C2Cl)Cl 3-[6-(2,7-diazaspiro[3.5]nonan-2-yl)-3-pyridyl]-5-[(1R)-1-(3,5-dichloro-4-pyridyl)ethoxy]-1H-indazole